trans-1-(3-fluoro-1-(7-azaspiro[3.5]non-2-yl)piperidin-4-yl)-3-(4-phenoxyphenyl)-1H-pyrazolo[3,4-d]pyrimidin-4-amine F[C@@H]1CN(CC[C@H]1N1N=C(C=2C1=NC=NC2N)C2=CC=C(C=C2)OC2=CC=CC=C2)C2CC1(C2)CCNCC1